OCCNC(C(C)O)=O N-(2-hydroxyethyl)-2-hydroxypropionamide